C(C(C)C)C=1N(C=C(N1)C(F)(F)F)C1=CC=C(C=C1)C1=CC(=CC=C1)S(=O)(=O)C 2-isobutyl-1-(3'-(methylsulfonyl)-[1,1'-biphenyl]-4-yl)-4-(trifluoromethyl)-1H-imidazole